5-cyclopropyl-3-isothiocyanato-1-(3-morpholinopropyl)pyridin-2(1H)-one C1(CC1)C=1C=C(C(N(C1)CCCN1CCOCC1)=O)N=C=S